C1N(CC12CCC2)C#N 2-azaspiro[3.3]heptane-2-carbonitrile